N(=[N+]=[N-])CC(C(=O)NC1=C(C=CC=C1)C#N)(C)[Se]C1=CC=C(C=C1)Cl 3-azido-2-((4-chlorophenyl)seleno)-N-(2-cyanophenyl)-2-methylpropanamide